spiro[cyclopentane-1,3'-indoline] N1CC2(C3=CC=CC=C13)CCCC2